C(C)OC(CC(CCl)=O)=O.FC(C(C(C(F)(F)F)(F)F)(F)F)(S(=O)(=O)[O-])F.[K+] Potassium Perfluorobutanesulfonate ethyl-4-chloro-3-oxobutanoate